3-chloro-5-((4-hydroxy-1-(4-hydroxyphenyl)-3-oxobutan-2-ylimino)-methyl)phenyl nicotinate C(C1=CN=CC=C1)(=O)OC1=CC(=CC(=C1)C=NC(CC1=CC=C(C=C1)O)C(CO)=O)Cl